2-(3-Oxa-6-azabicyclo[3.1.1]heptan-6-yl)-6-methoxy-N-(4-methyl-2-((1-(trifluoromethyl)-2-oxabicyclo[2.2.2]octan-4-yl)carbamoyl)phenyl)benzo[d]thiazole-7-carboxamide C12COCC(N1C=1SC3=C(N1)C=CC(=C3C(=O)NC3=C(C=C(C=C3)C)C(NC31COC(CC3)(CC1)C(F)(F)F)=O)OC)C2